2-(2,6-dioxopiperidin-3-yl)-5-(2-(2-(4-(((E)-3-((E)-3-(4-nitrophenyl)allylidene)-2-oxoindolin-1-yl)methyl)phenoxy)ethoxy)ethoxy)isoindoline-1,3-dione O=C1NC(CCC1N1C(C2=CC=C(C=C2C1=O)OCCOCCOC1=CC=C(C=C1)CN1C(/C(/C2=CC=CC=C12)=C/C=C/C1=CC=C(C=C1)[N+](=O)[O-])=O)=O)=O